benzyl 4-(6-fluoro-2,3-dihydro-1H-pyrrolo[2,3-b]pyridin-4-yl)-2,2-dimethylpiperazine-1-carboxylate FC1=CC(=C2C(=N1)NCC2)N2CC(N(CC2)C(=O)OCC2=CC=CC=C2)(C)C